1-(methyl-d3)-3-(5-(1-methyl-4-(methyl-d3)-1H-1,2,3-triazol-5-yl)-3-nitropyridin-2-yl)-1H-pyrazole-5-carboxylic acid methyl ester COC(=O)C1=CC(=NN1C([2H])([2H])[2H])C1=NC=C(C=C1[N+](=O)[O-])C1=C(N=NN1C)C([2H])([2H])[2H]